(+)-tert-butylsulfinamide C(C)(C)(C)S(=O)N